C1(=CC=C(C=C1)OC1=C2CCC(C2=CC=C1[N+](=O)[O-])OP(=O)(NCCBr)NCCBr)C1=CC=CC=C1 di((2-bromoethyl)amino)phosphinic acid 4-([1,1'-biphenyl]-4-yloxy)-5-nitro-2,3-dihydro-1H-inden-1-yl ester